O1C2=C(OCC1)C=C(C=C2)[C@H]([C@@H](CN2CCCC2)NC(=O)[C@@H]2CN(CC2)C=2SC1=C(N2)CCCC1)O (S)-N-((1R,2R)-1-(2,3-dihydrobenzo[b][1,4]dioxin-6-yl)-1-hydroxy-3-(pyrrolidin-1-yl)propan-2-yl)-1-(4,5,6,7-tetrahydrobenzo[d]thiazol-2-yl)pyrrolidine-3-carboxamide